4-(2-Amino-2-methylpropanoyl)-N-(1-(4-(2-((4-(aminomethyl)cyclohexyl)amino)propyl)phenyl)-2-oxo-1,2-dihydropyrimidin-4-yl)piperazine-1-carboxamide hydrochloride salt Cl.NC(C(=O)N1CCN(CC1)C(=O)NC1=NC(N(C=C1)C1=CC=C(C=C1)CC(C)NC1CCC(CC1)CN)=O)(C)C